2-(4-chlorobenzoylamino)-N-(2,4-dimethylphenyl)-1,3-selenazol-5-carboxamide ClC1=CC=C(C(=O)NC=2[Se]C(=CN2)C(=O)NC2=C(C=C(C=C2)C)C)C=C1